N-Cbz-L-glutamic acid C(=O)(OCC1=CC=CC=C1)N[C@@H](CCC(=O)O)C(=O)O